4-(4'-(piperidine-1-ylsulfonyl)-[1,1'-biphenyl]-4-yl)-1H-1,2,3-triazole-5-carboxylic acid N1(CCCCC1)S(=O)(=O)C1=CC=C(C=C1)C1=CC=C(C=C1)C=1N=NNC1C(=O)O